(1-(6-((2,3-dichlorophenyl)thio)pyrido[2,3-b]pyrazin-2-yl)-4-fluoropiperidin-4-yl)methanamine ClC1=C(C=CC=C1Cl)SC=1C=CC=2C(=NC=C(N2)N2CCC(CC2)(F)CN)N1